C=C1[C@@H]2CN(C[C@H]1CC2)C(=O)OC(C)(C)C (1R,5S)-tert-butyl 8-methylene-3-azabicyclo[3.2.1]octane-3-carboxylate